icosenediol C(=CCCCCCCCCCCCCCCCCCC)(O)O